OC(CN1CCC(CC1)NC(=O)NC1=C2C=C(N(C2=CC=C1)CC(F)(F)F)I)CO 1-(1-(2,3-dihydroxypropyl)piperidin-4-yl)-3-(2-iodo-1-(2,2,2-trifluoroethyl)-1H-indol-4-yl)urea